N-(4-fluoro-2-(trifluoromethyl)benzyl)-1-(4-iodobenzyl)piperidine-4-carboxamide FC1=CC(=C(CNC(=O)C2CCN(CC2)CC2=CC=C(C=C2)I)C=C1)C(F)(F)F